4-isopropyl-5-(8-methyl-[1,2,4]triazolo[1,5-a]pyridin-6-yl)-N-(1-(2-(methylamino)-2-oxoethyl)piperidin-4-yl)-1H-pyrazole-3-carboxamide C(C)(C)C=1C(=NNC1C=1C=C(C=2N(C1)N=CN2)C)C(=O)NC2CCN(CC2)CC(=O)NC